4-amino-N'-(cyclopropanecarbonyl)-7-fluoro-N',1-dimethyl-N-((5-(trifluoromethyl)pyridin-2-yl)methyl)-1H-pyrazolo[4,3-c]quinoline-8-carbohydrazide NC1=NC=2C=C(C(=CC2C2=C1C=NN2C)C(=O)N(N(C)C(=O)C2CC2)CC2=NC=C(C=C2)C(F)(F)F)F